2-(dimethylamino)-4-(2-furyl)-6-methylsulfonyl-pyrimidine-5-carboxylic acid ethyl ester C(C)OC(=O)C=1C(=NC(=NC1S(=O)(=O)C)N(C)C)C=1OC=CC1